C(C)C=1C=NC(=NC1)N1CCCC1 (S)-1-(5-ethylpyrimidin-2-yl)pyrrolidine